FC1(CC(C1)C(=O)NC=1N=CC2=CC=C(C=C2C1)C1=CN=CN1C)F 3,3-difluoro-N-(6-(1-methyl-1H-imidazol-5-yl)isoquinolin-3-yl)cyclobutane-1-carboxamide